P(=O)(OCCCC)(OCCCCCCC)OCCCCCCC butyl di-(1-heptyl) phosphate